3-hexyltetrahydro-4-hydroxy-6-undecyl-2H-pyran C(CCCCC)C1COC(CC1O)CCCCCCCCCCC